COC1=CC=2CC3=CC(=CC=C3OC2C=C1)OC 2,7-dimethoxyxanthene